(benzo[b]thiophen-3-yl)-2,5-dichloropyrimidine S1C2=C(C(=C1)C1=NC(=NC=C1Cl)Cl)C=CC=C2